N,2-dimethyl-benzamide CNC(C1=C(C=CC=C1)C)=O